C(C)(C)(C)N(C(O)=O)C\C=C\CNC1=C(C=C(C=C1OC)C(N)=O)N.OC1=C(C=C(C(=C1)O)C)C(=O)N1CC2=CC=CC(=C2C1)[N+](=O)[O-] (2,4-Dihydroxy-5-methylphenyl)(4-nitroisoindolin-2-yl)methanone Tert-butyl-(E)-(4-((2-amino-4-carbamoyl-6-methoxyphenyl)amino)but-2-en-1-yl)carbamate